3-(6,7-dimethoxy-3-oxo-3,4-dihydropyrrolo[3,4-b]indol-2(1H)-yl)propanoic acid COC=1C(=CC=2C3=C(NC2C1)C(N(C3)CCC(=O)O)=O)OC